6-(cyclopropanecarboxamido)-4-((2-methoxy-3-(9-methyl-9H-purin-2-yl)phenyl)amino)-N-(methyl-d3)pyridazine-3-carboxamide C1(CC1)C(=O)NC1=CC(=C(N=N1)C(=O)NC([2H])([2H])[2H])NC1=C(C(=CC=C1)C1=NC=C2N=CN(C2=N1)C)OC